NC=1N=CC(=C2C1N(N=C2)C)NC(=O)C(=O)N([C@@H](C)C2=CC=C(C=C2)C(C(F)(F)F)(F)F)C N-(7-Amino-1-methyl-pyrazolo[3,4-c]pyridin-4-yl)-N'-methyl-N'-[(1S)-1-[4-(1,1,2,2,2-pentafluoroethyl)phenyl]ethyl]oxamide